N1CC(C1)N1CC(C1)N1CCC(CC1)[C@@H]1CCNC=2N1N=C(C2C(=O)N)C2=CC=C(C=C2)OC2=CC=CC=C2 (7S)-7-[1-[1-(azetidin-3-yl)azetidin-3-yl]-4-piperidinyl]-2-(4-phenoxyphenyl)-4,5,6,7-tetrahydropyrazolo[1,5-a]pyrimidine-3-carboxamide